ClC1=C(C=C(C=C1)F)C1C=2N(CC(N1)=O)C(=NC2NC(=O)N2CC(C1=CC(=CC=C21)F)(C(F)(F)F)O)C(=O)NC 8-(2-chloro-5-fluorophenyl)-1-(5-fluoro-3-hydroxy-3-(trifluoromethyl)indoline-1-carboxamido)-N-methyl-6-oxo-5,6,7,8-tetrahydroimidazo[1,5-a]pyrazine-3-carboxamide